N-(2-((2-oxo-2-(pyrrolidin-3-ylamino)ethyl)amino)ethyl)benzamide formate C(=O)O.O=C(CNCCNC(C1=CC=CC=C1)=O)NC1CNCC1